((2-methyl-5-(5-(4-nitrophenyl)-4H-1,2,4-triazol-3-yl)phenyl)sulfonyl)morpholine CC1=C(C=C(C=C1)C1=NN=C(N1)C1=CC=C(C=C1)[N+](=O)[O-])S(=O)(=O)N1CCOCC1